(4-methoxybenzyl)quinoline-2,3,4-triamine COC1=CC=C(CC2=C3C(=C(C(=NC3=CC=C2)N)N)N)C=C1